{2-[(3-hydroxy-1,6-dimethyl-4-oxo-1,4-dihydro-pyridin-2-ylmethyl)-carbamoyl]-ethyl}-heptanedioic acid bis-[(3-hydroxy-1,6-dimethyl-4-oxo-1,4-dihydro-pyridin-2-ylmethyl)-amide] OC1=C(N(C(=CC1=O)C)C)CNC(C(CCCCC(=O)NCC=1N(C(=CC(C1O)=O)C)C)CCC(NCC=1N(C(=CC(C1O)=O)C)C)=O)=O